thiepanyl-oxathietane S1C(CCCCC1)C1SOC1